CC(C(=O)NS(=O)(=O)C(F)(F)F)C 2-methyl-N-((trifluoromethyl)sulfonyl)propionamide